(S)-4-(4-methylpent-1-yn-1-yl)-7-((6-oxopyrimidin-1(6H)-yl)methyl)-4-(trifluoromethyl)-3,4-dihydroquinazolin CC(CC#C[C@@]1(NC=NC2=CC(=CC=C12)CN1C=NC=CC1=O)C(F)(F)F)C